O=C1NC(CCC1N1C(N(C2=C1C=CC=C2N2CCC(CC2)N(CCCNC([O-])=O)C)C)=O)=O [3-[[1-[1-(2,6-dioxo-3-piperidyl)-3-methyl-2-oxo-benzimidazol-4-yl]-4-piperidyl]-methyl-amino]propyl]carbamate